4-(1-(1-acetylpiperidine-4-carbonyl)piperidin-4-yl)-7-chloro-1-methyl-1,4-dihydropyrido[2,3-b]pyrazine-2,3-dione C(C)(=O)N1CCC(CC1)C(=O)N1CCC(CC1)N1C2=C(N(C(C1=O)=O)C)C=C(C=N2)Cl